2-[5-[(1-methylpiperidin-4-yl)amino][1,3]thiazolo[5,4-d][1,3]thiazol-2-yl]-5-(1H-pyrazol-4-yl)phenol hydrochloride Cl.CN1CCC(CC1)NC=1SC2=C(N1)SC(=N2)C2=C(C=C(C=C2)C=2C=NNC2)O